S1C=CC2=C1C1=C(S2)SC=C1 dithienothiole